1-isopropyl-N-((1,2,3,5-tetrahydro-s-indacen-4-yl)carbamoyl)-1H-pyrazole-3-sulfonamide, potassium salt [K].C(C)(C)N1N=C(C=C1)S(=O)(=O)NC(NC1=C2CCCC2=CC=2C=CCC12)=O